1-(3-(5-amino-6-((1-(1-methylpiperidin-4-yl)-1H-pyrazol-4-yl)oxy)pyrazin-2-yl)-5-(3-hydroxyoxetan-3-yl)phenyl)pyrrolidin-2-one tri-calcium orthophosphate P(=O)([O-])([O-])[O-].[Ca+2].[Ca+2].[Ca+2].NC=1N=CC(=NC1OC=1C=NN(C1)C1CCN(CC1)C)C=1C=C(C=C(C1)C1(COC1)O)N1C(CCC1)=O.P(=O)([O-])([O-])[O-]